1-[(3S)-3-[4-[1-(3-chloro-2-fluoro-phenyl)propylamino]pyrido[3,2-d]pyrimidin-6-yl]oxypyrrolidin-1-yl]prop-2-en-1-one ClC=1C(=C(C=CC1)C(CC)NC=1C2=C(N=CN1)C=CC(=N2)O[C@@H]2CN(CC2)C(C=C)=O)F